C(C)OC(CC1C(CCC1)OS(=O)(=O)C)=O ethyl-2-[2-(methanesulfonyloxy)cyclopentyl]acetate